ClC=1C=2OC=3C(=CC=4OC=5C=CC=C6C5B(C4C3)C=3C=CC=CC3O6)C2C=CC1 14-chloro-5,9,15-trioxa-16b-boraindeno[1,2-b]naphtho[1,2,3-fg]anthracene